C1(CC1)C1=NN(C(=C1C(COC1=C(C=C(C=C1Cl)Cl)Cl)=O)O)C 1-(3-cyclopropyl-5-hydroxy-1-methyl-1H-pyrazol-4-yl)-2-(2,4,6-trichlorophenoxy)ethan-1-one